N-(3-chloro-2-fluorobenzyl)-2-((((trans)-3-hydroxycyclobutyl)methyl)amino)acetamide ClC=1C(=C(CNC(CNC[C@@H]2C[C@H](C2)O)=O)C=CC1)F